FC=1C=C(C=NC1)S(=O)(=O)N([C@@H](C(F)(F)F)C1=CC(=C(C=C1)C(F)(F)F)C)C (R)-5-fluoro-N-methyl-N-(2,2,2-trifluoro-1-(3-methyl-4-(trifluoromethyl)phenyl)ethyl)pyridine-3-sulfonamide